5-methyl-4,5-dihydroisoxazol CC1CC=NO1